C(C)C1=NC2=C(C=C(C=C2NC1=O)CN1CCN(CC1)C=1C(=NC(=CC1)C)C(=O)NC)F (4-((2-ethyl-8-fluoro-3-oxo-3,4-dihydroquinoxalin-6-yl)methyl)piperazin-1-yl)-N,6-dimethylpyridinecarboxamide